NB=[Se] aminoboraneselon